C1(CCCC1)[C@@H]1N(C[C@@H](CC1)C)C(C(=O)NC1=C(C(=NC=C1)OC)C(=O)N)=O [[2-[(2R,5R)-2-cyclopentyl-5-methyl-1-piperidyl]-2-oxo-acetyl]amino]-2-methoxy-pyridine-3-carboxamide